(E)-3-(4-Butyl-phenyl)-1-[4-(oxan-2-yloxy)phenyl]prop-2-en-1-one C(CCC)C1=CC=C(C=C1)/C=C/C(=O)C1=CC=C(C=C1)OC1OCCCC1